sodium 3-aminopropanesulfonate NCCCS(=O)(=O)[O-].[Na+]